(R)-(+)-2-Methyl-2-propanesulfinamide CC(C)(C)[S@@](=O)N